N[C@@H]1CC[C@H](CC1)C(CO)(C)C 2-((trans)-4-aminocyclohexyl)-2-methylpropan-1-ol